methylene-bisbehenamide C(CCCCCCCCCCCCCCCCCCCCCC(=O)N)CCCCCCCCCCCCCCCCCCCCCC(=O)N